urea hydroperoxide [O-]O.NC(=O)N